C(C)OC(CC=O)=O.C(C(=C)C)(=O)OCCOCCCOC1=CC=C(C=C1)C(C)(C)C1=CC=C(C=C1)OCCCOCCOC(C(=C)C)=O 2,2-bis(4-(methacryloyloxyethoxypropoxy)phenyl)propane ethyl-(3-oxopropanoate)